methyl 7-(4-((5-(1,3-dioxoisoindolin-2-yl)pentyl)carbamoyl)-2,6-dimethylphenyl)-3-(3-(naphthalen-1-yloxy)propyl)pyrazolo[1,5-a]pyridine-2-carboxylate O=C1N(C(C2=CC=CC=C12)=O)CCCCCNC(=O)C1=CC(=C(C(=C1)C)C1=CC=CC=2N1N=C(C2CCCOC2=CC=CC1=CC=CC=C21)C(=O)OC)C